C(C)OC(CC1=CC=CC2=C1O[C@@H](CN2)C=2C=C(C1=C(C=CO1)C2)C2=C(C(=CC=C2)CN)F)=O (R)-2-(2-(7-(3-(aminomethyl)-2-fluorophenyl)benzofuran-5-yl)-3,4-dihydro-2H-benzo[b][1,4]oxazin-8-yl)acetic acid ethyl ester